FC=1C=CC(=NC1)C(CC)OC1=CC(=CC=2N1C(=CN2)C#N)C=2N=NN(C2C)C2CCNCC2 5-[1-(5-fluoro-2-pyridyl)propoxy]-7-[5-methyl-1-(4-piperidyl)triazol-4-yl]imidazo[1,2-a]pyridine-3-carbonitrile